NC=1C(=NC=C(N1)N1CCC2(CC1)[C@@H](C=1C(=NC=CC1)C2)N)SC2=C(C(=NC=C2)N2CC(C2)C(C)(C)O)Cl (S)-2-(1-(4-(3-amino-5-(5-amino-5,7-dihydrospiro[cyclopenta[b]pyridine-6,4'-piperidin]-1'-yl)pyrazin-2-ylsulfanyl)-3-chloropyridin-2-yl)azetidin-3-yl)propan-2-ol